tert-Butyl (2-((2-hydroxyethyl)(prop-2-yn-1-yl)amino)ethyl)carbamate OCCN(CCNC(OC(C)(C)C)=O)CC#C